2,4-dihydroxy-4'-diethylaminobenzophenone OC1=C(C(=O)C2=CC=C(C=C2)N(CC)CC)C=CC(=C1)O